(R)-6-methoxy-3-methyl-2-(1-(oxetan-3-ylmethyl)piperidin-3-yl)quinazolin-4(3H)-one COC=1C=C2C(N(C(=NC2=CC1)[C@H]1CN(CCC1)CC1COC1)C)=O